2-{5-Bromo-2-[2-(2-methoxy-ethyl)-1,2,3,4-tetrahydro-isoquinolin-7-ylamino]-pyrimidin-4-ylamino}-N-methyl-benzamide BrC=1C(=NC(=NC1)NC1=CC=C2CCN(CC2=C1)CCOC)NC1=C(C(=O)NC)C=CC=C1